ClC1=CC(=CC=2C=C(OC21)CNC(OC(C)(C)C)=O)C=2C=C1CN(C(C1=CC2)=O)C tert-Butyl (7-chloro-5-(2-methyl-1-oxoisoindolin-5-yl)benzofuran-2-yl)methylcarbamate